(2,2-dimethyl-4-morpholinyl)-3alpha-hydroxy-11,20-dioxo-5alpha-pregnan-21-yl methanesulfonate CS(=O)(=O)OC(C([C@H]1CC[C@H]2[C@@H]3CC[C@H]4C[C@@H](CC[C@]4(C)[C@H]3C(C[C@]12C)=O)O)=O)N1CC(OCC1)(C)C